[Na].BrC1=CC=C(C=C1)N1CCC(CC1)(O)CO 1-(4-bromophenyl)-4-(hydroxymethyl)piperidin-4-ol Mono-Sodium